P(=O)([O-])([O-])[O-].CC(CCCCCCCCCC)[NH3+].CC(CCCCCCCCCC)[NH3+].CC(CCCCCCCCCC)[NH3+] 2-dodecylammonium phosphate